diglycidyl 4,5-epoxycyclohexan-1,2-dicarboxylate C1(C(CC2C(C1)O2)C(=O)OCC2CO2)C(=O)OCC2CO2